(1S,2R,3S,5R)-3-(((2-Aminoethyl)thio)methyl)-5-(4-(methylamino)-7H-pyrrolo[2,3-d]pyrimidin-7-yl)cyclopentane-1,2-diol NCCSC[C@@H]1[C@H]([C@H]([C@@H](C1)N1C=CC2=C1N=CN=C2NC)O)O